4-(methoxycarbonyloxy)phenyl-benzylmethyl-sulfonium hexafluoroantimonate F[Sb-](F)(F)(F)(F)F.COC(=O)OC1=CC=C(C=C1)[S+](C)CC1=CC=CC=C1